BrC1=NNC2=NC(=NC(=C21)C#N)N2CCC(CC2)(CC)NC(OC(C)(C)C)=O Tert-butyl (1-(3-bromo-4-cyano-1H-pyrazolo[3,4-d]pyrimidin-6-yl)-4-ethylpiperidin-4-yl)carbamate